N-(3,4-Dichlorophenyl)-3,3-difluoro-2,3,4,9-tetrahydro-1H-carbazol-6-amine ClC=1C=C(C=CC1Cl)NC=1C=C2C=3CC(CCC3NC2=CC1)(F)F